1-(4-((2R,3R)-1-(6-(4H-Spiro[furo[3,4-d]thiazole-6,4'-piperidin]-1'-yl)-2-(trifluoromethyl)pyrimidin-4-yl)-2-methylazetidin-3-yl)piperazin-1-yl)prop-2-en-1-one N1(CCC2(CC1)OCC=1N=CSC12)C1=CC(=NC(=N1)C(F)(F)F)N1[C@@H]([C@@H](C1)N1CCN(CC1)C(C=C)=O)C